(2S,4R)-2-(4-(2-chloro-4-(5-(2,3-difluoro-4-methoxyphenyl)-1-methyl-1H-imidazole-2-carboxamido)benzoyl)piperazine-1-carbonyl)-4-hydroxy-1,1,4-trimethylpyrrolidin-1-ium formate C(=O)[O-].ClC1=C(C(=O)N2CCN(CC2)C(=O)[C@H]2[N+](C[C@](C2)(C)O)(C)C)C=CC(=C1)NC(=O)C=1N(C(=CN1)C1=C(C(=C(C=C1)OC)F)F)C